N4-(10-Butoxydecyl)pyridine-3,4-diamine C(CCC)OCCCCCCCCCCNC1=C(C=NC=C1)N